(10-bromoanthracene-9-yl)-1-chlorodibenzofuran BrC1=C2C=CC=CC2=C(C2=CC=CC=C12)C1=C(C2=C(OC3=C2C=CC=C3)C=C1)Cl